tert-butyl 3-[2-[3-(4-amino-1-tert-butyl-pyrazolo[3,4-d]pyrimidin-3-yl)-5-cyclopropyl-isoxazol-4-yl]pyrimidin-5-yl]oxyazetidine-1-carboxylate NC1=C2C(=NC=N1)N(N=C2C2=NOC(=C2C2=NC=C(C=N2)OC2CN(C2)C(=O)OC(C)(C)C)C2CC2)C(C)(C)C